CC1=CC=C(CNC(C2=CC(=CC=C2)C=2C=CC3=C(NC(=N3)NC(CCCCCCC)=O)C2)=O)C=C1 N-(4-methylbenzyl)-3-(2-octanamido-1H-benzo[d]imidazol-6-yl)benzamide